(2R,6S)-2,6-dimethyl-N-{2-[(2H5)phenyl(2H1)methyl]-2-azaspiro[3.3]heptan-6-yl}-4-[5-(trifluoromethyl)pyrimidin-2-yl]piperazine-1-carboxamide C[C@H]1N([C@H](CN(C1)C1=NC=C(C=N1)C(F)(F)F)C)C(=O)NC1CC2(CN(C2)C([2H])C2=C(C(=C(C(=C2[2H])[2H])[2H])[2H])[2H])C1